CC=1SC(=C2CN(C(C21)=O)C2C(NC(CC2)=O)=O)C#N methyl-5-(2,6-dioxopiperidin-3-yl)-4-oxo-5,6-dihydro-4H-thieno[3,4-c]pyrrole-1-carbonitrile